C(C)(C)(C)OC(=O)NCC(=O)OC(C)OC(N(CCN(C1=CC=C(C=C1)F)C1=CC(=CC=C1)Br)C(C)=O)=O 1-((acetyl(2-((3-bromophenyl)(4-fluorophenyl)amino)ethyl) carbamoyl)oxy)ethyl 2-((tert-butoxycarbonyl)amino)acetate